8-chloro-6-(6-methylimidazo[1,2-a]pyridin-7-yl)isoquinolin-3-amine ClC=1C=C(C=C2C=C(N=CC12)N)C1=CC=2N(C=C1C)C=CN2